Azepanepropylamine N1(CCCCCC1)CCCN